(E)-N-[1-[2-[methyl-[2-(4-methylphenoxy)ethyl]amino]-2-oxo-ethyl]pyrazol-4-yl]-3-[(2-nitro-3-pyridyl)oxy]prop-2-enamide CN(C(CN1N=CC(=C1)NC(\C=C\OC=1C(=NC=CC1)[N+](=O)[O-])=O)=O)CCOC1=CC=C(C=C1)C